3-bromo-6-fluoro-N-(3-(furan-3-yl)-1H-indazol-5-yl)-2-methylbenzamide BrC=1C(=C(C(=O)NC=2C=C3C(=NNC3=CC2)C2=COC=C2)C(=CC1)F)C